(3-chlorophenyl)-5-cyclopropyl-4-fluoro-7H-pyrrolo[2,3-d]pyrimidine ClC=1C=C(C=CC1)C=1N=C(C2=C(N1)NC=C2C2CC2)F